C1(CCCC1)OC1=C(C(=C(C(=O)O)C(=C1)C=CC1=CC=C(C=C1)C(F)(F)F)O)CC=C(C)C 4-(cyclopentyloxy)-2-hydroxy-3-(3-methylbut-2-en-1-yl)-6-(4-(trifluoromethyl)styryl)benzoic acid